C(C)(=O)OC(C)CC1=C(C=C(C(=C1)OCC1=CC=CC=C1)OCC1=CC=CC=C1)B1OC(C(O1)(C)C)(C)C (4,5-bis(benzyloxy)-2-(4,4,5,5-tetramethyl-1,3,2-dioxaborolan-2-yl)phenyl)propan-2-yl acetate